(4-cyanophenyl)-2-(4-((6,7-dimethoxyquinazolin-4-yl)oxy)-2,6-difluorophenyl)-2-oxoacetamide C(#N)C1=CC=C(C=C1)NC(C(=O)C1=C(C=C(C=C1F)OC1=NC=NC2=CC(=C(C=C12)OC)OC)F)=O